(M)-2-[4-[6-Chloro-7-(2-fluoro-6-hydroxy-phenyl)-1-(2-isopropyl-4-methyl-3-pyridyl)-2-oxo-pyrido[2,3-d]pyrimidin-4-yl]-1-prop-2-enoyl-piperazin-2-yl]acetonitrile ClC1=CC2=C(N(C(N=C2N2CC(N(CC2)C(C=C)=O)CC#N)=O)C=2C(=NC=CC2C)C(C)C)N=C1C1=C(C=CC=C1O)F